4-iodo-2-methyl-6-[4-(trifluoromethyl)phenoxy]pyrimidine IC1=NC(=NC(=C1)OC1=CC=C(C=C1)C(F)(F)F)C